The molecule is a steroidal acyl-CoA(4-) oxoanion obtained by deprotonation of the phosphate and diphosphate OH groups of 12alpha-hydroxy-3-oxochola-4,6-dien-24-oyl-CoA; major species at pH 7.3. It is a conjugate base of a 12alpha-hydroxy-3-oxochola-4,6-dien-24-oyl-CoA. C[C@H](CCC(=O)SCCNC(=O)CCNC(=O)[C@@H](C(C)(C)COP(=O)([O-])OP(=O)([O-])OC[C@@H]1[C@H]([C@H]([C@@H](O1)N2C=NC3=C(N=CN=C32)N)O)OP(=O)([O-])[O-])O)[C@H]4CC[C@@H]5[C@@]4([C@H](C[C@H]6[C@H]5C=CC7=CC(=O)CC[C@]67C)O)C